4-((9-(2-cyclopropyl-5-methoxy-4-nitrophenyl)-3,9-diazaspiro[5.5]undec-3-yl)methyl)piperidine-1-carboxylic acid tert-butyl ester C(C)(C)(C)OC(=O)N1CCC(CC1)CN1CCC2(CC1)CCN(CC2)C2=C(C=C(C(=C2)OC)[N+](=O)[O-])C2CC2